(S)-2-(3-(3-(1,1-dioxidoisothiazol-2(3H)-yl)pyrrolidin-1-yl)phenyl)-N-(4-(4-(1,1-dioxidothiomorpholino)-7H-pyrrolo[2,3-d]pyrimidin-6-yl)phenyl)-2-methylpropanamide O=S1(N(CC=C1)[C@@H]1CN(CC1)C=1C=C(C=CC1)C(C(=O)NC1=CC=C(C=C1)C1=CC2=C(N=CN=C2N2CCS(CC2)(=O)=O)N1)(C)C)=O